purinyl oxide N1=C(N=C2N=CNC2=C1)OC1=NC=C2NC=NC2=N1